C(C)(C)(C)OC(=O)NC=1C(=NC(=C(C1)C(F)(F)F)C1=NN(C=C1I)C)C(=O)O 3-(tert-butoxycarbonylamino)-6-(4-iodo-1-methyl-pyrazol-3-yl)-5-(trifluoromethyl)pyridine-2-carboxylic acid